N(=[N+]=[N-])CCCCCCCCCC 1-azidodecane